3-((3-(2-(2-(4-(dimethylamino)-N-methylbut-2-enamido)propanamido)ethyl)phenyl)amino)-6-ethyl-5-(ethyl(methyl)amino)pyrazine-2-carboxamide CN(CC=CC(=O)N(C)C(C(=O)NCCC=1C=C(C=CC1)NC=1C(=NC(=C(N1)N(C)CC)CC)C(=O)N)C)C